FC1=C(OC2=C3C(=NC=C2)NC=C3CCCC#N)C(=CC(=C1)NC=1OC[C@@](CN1)(CO)F)F |r| (+/-)-4-[4-(2,6-difluoro-4-{[5-fluoro-5-(hydroxymethyl)-5,6-dihydro-4H-1,3-oxazin-2-yl]amino}phenoxy)-1H-pyrrolo[2,3-b]pyridin-3-yl]butanenitrile